FC1(C(C(N(C2=CC=CC(=C12)C#N)F)(C#N)F)(C#N)F)C#N Tetrafluorotetracyanoquinoline